(5-(7,8-dihydro-1,6-naphthyridin-6(5H)-yl)naphthalen-2-yl)(5-azaspiro[2.5]octan-5-yl)methanone N1=CC=CC=2CN(CCC12)C1=C2C=CC(=CC2=CC=C1)C(=O)N1CC2(CC2)CCC1